CC=1C=C(C=NC1C(=O)NC=1C(=C(C=CC1)C1=CC=CC=C1)C)CN1CCCCC1 (2S)-1-[(5-Methyl-6-{[(2-methylbiphenyl-3-yl)amino]carbonyl}pyridin-3-yl)methyl]piperidin